C(C)N1C(=NC2=C1C=C(C(=C2)F)F)C2=C(N=NC=C2)C=O 1-ethyl-5,6-difluoro-1H-benzo[d]imidazol-2-yl-pyridazine-3-carbaldehyde